3-(5-(3-(4-(1-methylpyrrolidin-2-yl)phenyl)-2-oxoimidazolidin-1-yl)-1-oxoisoindolin-2-yl)piperidine-2,6-dione CN1C(CCC1)C1=CC=C(C=C1)N1C(N(CC1)C=1C=C2CN(C(C2=CC1)=O)C1C(NC(CC1)=O)=O)=O